N,N-dibenzyl-3-chloropropan-1-amine C1=CC=C(C=C1)CN(CCCCl)CC2=CC=CC=C2